R or S-lysine N[C@H](CCCCN)C(=O)O |o1:1|